(S)-N-{(S)-2-(3-Fluoro-6-methylsulfonylpyridine-2-yl)-1-[2-(6-methylbenzo[d]isoxazol-3-yl)phenyl]ethyl}-2-methylpropane-2-sulfinamide FC=1C(=NC(=CC1)S(=O)(=O)C)C[C@@H](C1=C(C=CC=C1)C1=NOC2=C1C=CC(=C2)C)N[S@@](=O)C(C)(C)C